5,5'-(propane-2,2-diyl)-bis(isobenzofuran-1,3-dione) CC(C)(C=1C=C2C(OC(C2=CC1)=O)=O)C=1C=C2C(OC(C2=CC1)=O)=O